(6-bromo-2,3,4-trihydroxyphenyl)(4-propylphenyl)methanone BrC1=CC(=C(C(=C1C(=O)C1=CC=C(C=C1)CCC)O)O)O